ClC=1C=C(C(=NC1)OC1=CC2=C(N=C(O2)C(=O)NC2(CC(C2)(F)F)C)C=C1)OCC(F)(F)F 6-[[5-chloro-3-(2,2,2-trifluoroethoxy)-2-pyridyl]oxy]-N-(3,3-difluoro-1-methyl-cyclobutyl)-1,3-benzoxazole-2-carboxamide